5-Hydroxy-2-phenyl-7-((6-(4-tert-butyl-phenyl-amino)-2-methylpyrimidin-4-yl)oxy)-4H-chromen-4-one OC1=C2C(C=C(OC2=CC(=C1)OC1=NC(=NC(=C1)NC1=CC=C(C=C1)C(C)(C)C)C)C1=CC=CC=C1)=O